3-bromo-5-fluoro-6-methoxy-2-methylbenzaldehyde BrC=1C(=C(C=O)C(=C(C1)F)OC)C